COC1=C(CNC2=NC=CC3=C(C=CC=C23)NCC23N(CC(C2)(C3)COC3=CC(N(C=C3)C)=O)CCCC3=CC=CC=C3)C=CC(=C1)OC 4-((1-(((1-((2,4-Dimethoxybenzyl)amino)isoquinolin-5-yl)amino)methyl)-2-(3-phenylpropyl)-2-azabicyclo[2.1.1]hexan-4-yl)methoxy)-1-methylpyridin-2(1H)-one